2-(trifluoroacetyl)-5-oxo-2-(3-oxopentyl)heptanoic acid FC(C(=O)C(C(=O)O)(CCC(CC)=O)CCC(CC)=O)(F)F